4-[5-(2,6-dioxocyclohexanecarbonyl)-3-methyl-6-oxo-pyridazin-1-yl]benzonitrile O=C1C(C(CCC1)=O)C(=O)C1=CC(=NN(C1=O)C1=CC=C(C#N)C=C1)C